(R)-1-(2-aminopyrimidin-5-yl)-3-(1-(5,7-difluoro-3-methylbenzofuran-2-yl)-2,2,2-trifluoroethyl)urea mesylate salt S(C)(=O)(=O)O.NC1=NC=C(C=N1)NC(=O)N[C@@H](C(F)(F)F)C=1OC2=C(C1C)C=C(C=C2F)F